nonanoyl-1,3-cyclohexanedimethylamine C(CCCCCCCC)(=O)C1(CC(CCC1)CN)CN